BrC1=C(N=C(N1C1C(C1)C(F)(F)F)Cl)C(=O)OCC ethyl 5-bromo-2-chloro-1-[2-(trifluoromethyl) cyclopropyl]-1H-imidazole-4-carboxylate